FC1=C(C=CC=C1)C=1N=C2C(=CN(C=C2)CC=2SC3=C(N2)C=C(C=C3)C)N1 2-((2-(2-fluorophenyl)-5H-imidazo[4,5-c]pyridin-5-yl)methyl)-5-methylbenzo[d]thiazole